O.O.O.O.N[C@@H](CCCCN)C(=O)O L-lysine, tetrahydrate